Cl.FC=1C=C(C=CC1C(=O)N1C[C@H]2CNC[C@@]2(C1)F)S(=O)(=O)N 3-fluoro-4-(trans-3a-fluorooctahydropyrrolo[3,4-c]pyrrole-2-carbonyl)benzenesulfonamide hydrochloride